tert-butyl (5-chloro-3-cyclopropylpyrazolo[1,5-a]pyrimidin-7-yl)(4-(pyrimidin-2-yl)benzyl)carbamate ClC1=NC=2N(C(=C1)N(C(OC(C)(C)C)=O)CC1=CC=C(C=C1)C1=NC=CC=N1)N=CC2C2CC2